2-chloro-7,8-dihydropyrido[3,2-d]pyrimidine ClC=1N=CC2=C(N1)CCC=N2